(S)-4-(3-((tert-butoxycarbonyl)amino)-3-methylpyrrolidin-1-yl)-2-cyano-2'-methoxy-[3,4'-bipyridin]-5-carboxylic acid C(C)(C)(C)OC(=O)N[C@@]1(CN(CC1)C1=C(C(=NC=C1C(=O)O)C#N)C1=CC(=NC=C1)OC)C